C(C)(C)(C)OC(N(CCC1=CC=CC=C1)CCCNC1=NN(C=C1)C)=O tert-Butyl-N-{3-[(1-methylpyrazol-3-yl) amino]propyl}-N-(2-phenylethyl)carbamate